C1(=CC=CC=C1)C(\C=C\S(=O)(=O)C1=CC=CC=C1)=O (E)-1-phenyl-3-(phenylsulfonyl)prop-2-en-1-one